CC1=CSC2=C1N=NN=C2N(C(OC(C)(C)C)=O)CC=2SC=CC2 tert-butyl (7-methylthieno[3,2-d][1,2,3]triazin-4-yl)(thiophen-2-ylmethyl)carbamate